((2S,5R)-5-aminotetrahydro-2H-pyran-2-yl)methyl carbamate hydrochloride Cl.C(N)(OC[C@H]1OC[C@@H](CC1)N)=O